(S)-1-((2S,4S)-1-(4-(benzyloxy)-3,5-difluorobenzoyl)-4-fluoropyrrolidine-2-carbonyl)pyrrolidine-2-carbonitrile C(C1=CC=CC=C1)OC1=C(C=C(C(=O)N2[C@@H](C[C@@H](C2)F)C(=O)N2[C@@H](CCC2)C#N)C=C1F)F